2,7-bis(azacarbazolyl)-9,9-difluorofluorene-13C C1(=NC=CC=2C3=CC=CC=C3NC12)C1=[13CH]C=2C(C3=CC(=CC=C3C2C=C1)C1=NC=CC=2C3=CC=CC=C3NC12)(F)F